[O].[Zr].[Li] lithium-zirconium oxygen